5-methyl-spiro[2.5]oct-4,6-diene-4-carboxylic acid ethyl ester C(C)OC(=O)C=1C2(CC2)CC=CC1C